CN1C(N(C=CC1=O)CC1=COC(=C1)C1=C(C(=C(C(=C1)F)F)O)F)=O 3-Methyl-1-((5-(2,4,5-trifluoro-3-hydroxyphenyl)furan-3-yl)methyl)pyrimidine-2,4(1H,3H)-dione